C(C)(C)(C)C1=C(N(C2=NC=C(C(=C21)C#C[Si](C(C)C)(C(C)C)C(C)C)C(N(C(=O)OC(C)(C)C)C(=O)OC(C)(C)C)=O)C(=O)O)I.C(=O)(OCC2C1=CC=CC=C1C1=CC=CC=C21)N[C@](C)(C(=O)O)CCCCCCN=[N+]=[N-] (S)-N-Fmoc-2-(6'-azidohexyl)alanine tert-butyl-5-(bis(tert-butoxycarbonyl)carbamoyl)-2-iodo-4-((triisopropylsilyl)ethynyl)-1H-pyrrolo[2,3-b]pyridine-1-carboxylate